OC1=CC(NC=2C=CC3=C(C12)C=CC=C3)=O 1-hydroxybenzo[f]quinolin-3(4H)-one